tin dioxide titanium [Ti].[Sn](=O)=O